ClC=1C=C(C(=O)N[C@@H](C)C2=NC(=NO2)C2=CC(=NC=C2)C2CC2)C=CC1 3-chloro-N-[(1S)-1-[3-(2-cyclopropyl-4-pyridinyl)-1,2,4-oxadiazol-5-yl]ethyl]benzamide